(trans)-3-Methyl-N-((1S,3R)-3-((6-(1-methyl-1H-pyrazol-4-yl)pyrazolo[1,5-a]pyrazin-4-yl)oxy)cyclopentyl)-oxirane-2-carboxamide C[C@H]1[C@@H](O1)C(=O)N[C@@H]1C[C@@H](CC1)OC=1C=2N(C=C(N1)C=1C=NN(C1)C)N=CC2